3-hydroxyl-anthranilate OC1=C(C(C(=O)[O-])=CC=C1)N